(2S,4R)-1-((S)-3,3-dimethyl-2-(2-(4-(piperazin-1-yl)benzamido)acetamido)butanoyl)-4-hydroxy-N-((S)-1-(4-(4-methylthiazol-5-yl)phenyl)ethyl)pyrrolidine-2-carboxamide hydrochloride Cl.CC([C@@H](C(=O)N1[C@@H](C[C@H](C1)O)C(=O)N[C@@H](C)C1=CC=C(C=C1)C1=C(N=CS1)C)NC(CNC(C1=CC=C(C=C1)N1CCNCC1)=O)=O)(C)C